tert-butyl ((1-(3-amino-1-(4-methoxybenzyl)-1H-pyrazolo[3,4-b]pyrazin-6-yl)-4-fluoropiperidin-4-yl)methyl)carbamate NC1=NN(C2=NC(=CN=C21)N2CCC(CC2)(F)CNC(OC(C)(C)C)=O)CC2=CC=C(C=C2)OC